methyl 7-[5-[(3R)-3-amino-5-[(4-chloro-phenyl)methyl]-8-fluoro-1,1,4-trioxo-2,3-dihydro-1λ6,5-benzothiazepin-7-yl]-1,3,4-oxadiazol-2-yl]-5-azaspiro[2.4]heptane-5-carboxylate N[C@H]1CS(C2=C(N(C1=O)CC1=CC=C(C=C1)Cl)C=C(C(=C2)F)C2=NN=C(O2)C2CN(CC21CC1)C(=O)OC)(=O)=O